NC[C@]1([C@@H]2C=C(C[C@@H]2C1)CC)CC(=O)O 2-((1R,5S,6S)-6-(aminomethyl)-3-ethylbicyclo[3.2.0]hept-3-en-6-yl)acetic acid